C(#N)C1=CC=C(CSC=2N=CCN2)C=C1 2-((4-cyanobenzyl)thio)-4H-imidazole